3-Amino-6-dimethylphosphoryl-4-(7-fluoro-1H-indazol-4-yl)-1H-1,7-phenanthrolin-2-one NC=1C(NC2=C3C=CC=NC3=C(C=C2C1C1=C2C=NNC2=C(C=C1)F)P(=O)(C)C)=O